(5-((2-((3-cyclopropylbenzyl)amino)-2-oxoethyl)thio)-1H-tetrazol-1-yl)benzoic acid C1(CC1)C=1C=C(CNC(CSC2=NN=NN2C2=C(C(=O)O)C=CC=C2)=O)C=CC1